6-bromo-2-methyl-3-oxo-2,3-dihydro-1H-indazole-1-carboxylic acid tert-butyl ester C(C)(C)(C)OC(=O)N1N(C(C2=CC=C(C=C12)Br)=O)C